ClC=1NC(C=2C(N1)=NN(C2)C2=C(C=C(C=C2C)C(C)(F)F)C)=O 6-chloro-2-{4-(1,1-difluoroethyl)-2,6-dimethylphenyl}-2,5-dihydro-4H-pyrazolo[3,4-d]pyrimidin-4-one